[4-[4-[[3-(2,3-difluoro-4-methoxy-phenyl)imidazo[1,2-a]pyrazin-8-yl]amino]-2-ethyl-phenyl]sulfonylpiperazin-1-yl]-[(3R)-pyrrolidin-3-yl]methanone FC1=C(C=CC(=C1F)OC)C1=CN=C2N1C=CN=C2NC2=CC(=C(C=C2)S(=O)(=O)N2CCN(CC2)C(=O)[C@H]2CNCC2)CC